C(C)(C)C1=NC=CC=C1C=1N=C(N2C1CNCC2)C (2-Isopropylpyridin-3-yl)-3-methyl-5,6,7,8-tetrahydroimidazo[1,5-a]pyrazine